ClCCN chloroethylamine